C(C)(SCC(C)(C1CC(C1)=O)C)=O S-(2-methyl-2-(3-oxocyclobutyl)propyl) ethanethioate